C(C)(C)(C)OC(NC1CCN(CC1)S(=O)(=O)C1=CC(=CC=C1)OC1CCNCC1)=O (1-((3-(piperidin-4-yloxy)phenyl)sulfonyl)piperidin-4-yl)carbamic acid tert-butyl ester